tert-Butyl-(2S,4S)-4-fluoro-2-[(1S)-1-hydroxyethyl]pyrrolidine-1-carboxylate C(C)(C)(C)OC(=O)N1[C@@H](C[C@@H](C1)F)[C@H](C)O